FC1=C(C(=C(C(=C1[B-](C1=C(C(=C(C(=C1F)F)F)F)F)(C1=C(C(=C(C(=C1F)F)F)F)F)C1=C(C(=C(C(=C1F)F)F)F)F)F)F)F)F.C1(=C(C=CC=C1)CC(C)(C1=CC=CC=C1)[IH+])C (toluylcumyl)iodonium tetrakis(pentafluorophenyl)borate